N-(4-(3-(1-benzyl-1H-pyrazol-3-yl)phenyl)pyridin-2-yl)acrylamide C(C1=CC=CC=C1)N1N=C(C=C1)C=1C=C(C=CC1)C1=CC(=NC=C1)NC(C=C)=O